5-bromo-2,3,4-trifluoro-benzaldehyde BrC=1C(=C(C(=C(C=O)C1)F)F)F